P12C=CC(CC1)C2 1-phospha-norbornene